ClC=1C(=NC(=NC1)NC1=CC(=C(C=C1)N1CCC(CC1)N1CCN(CC1)C)Cl)C1=CNC2=CC=CC=C12 5-chloro-N-(3-chloro-4-(4-(4-methylpiperazin-1-yl)piperidin-1-yl)phenyl)-4-(1H-indol-3-yl)pyrimidin-2-amine